tert-butyl (3S,4S)-3-hydroxy-4-((R)-5H-imidazo[5,1-a]isoindol-5-yl)piperidine-1-carboxylate O[C@@H]1CN(CC[C@H]1[C@H]1N2C(C3=CC=CC=C13)=CN=C2)C(=O)OC(C)(C)C